3-propyl-gamma-butyrolactone C(CC)C1CC(=O)OC1